2-methoxy-4-hydroxybenzonitrile COC1=C(C#N)C=CC(=C1)O